FC1=C(C(=CC=C1)OC)C1CC=2N=C(N=C(C2CN1C)N1CCNCC1)OC 7-(2-Fluoro-6-methoxyphenyl)-2-methoxy-6-methyl-4-(piperazin-1-yl)-5,6,7,8-tetrahydropyrido[4,3-d]pyrimidine